8-bromo-6-(N-(1-cyanocyclopropyl)-N-(4-methoxybenzyl)sulfamoyl)imidazo[1,2-a]pyridin-3-carboxylic acid BrC=1C=2N(C=C(C1)S(N(CC1=CC=C(C=C1)OC)C1(CC1)C#N)(=O)=O)C(=CN2)C(=O)O